C1(CC1)NC1=NC=C(C(=N1)N1N=CC(=C1)C(=O)OC)C methyl 1-(2-(cyclopropylamino)-5-methylpyrimidin-4-yl)-1H-pyrazole-4-carboxylate